4,4'-bismaleimidobenzophenone C1(C=CC(N1C1=CC=C(C(=O)C2=CC=C(C=C2)N2C(C=CC2=O)=O)C=C1)=O)=O